C(C)(=O)O[C@@H]1[C@H](O[C@H]([C@@H]1OC(C)=O)N1N=CC=2C1=NC(=CC2NC2CCCC2)Cl)COC(C)=O (2R,3R,4R,5R)-2-(Acetoxymethyl)-5-(6-chloro-4-(cyclopentylamino)-1H-pyrazolo[3,4-b]pyridin-1-yl)tetrahydrofuran-3,4-diyl diacetate